C(C)(C)(C)OC(=O)N1[C@@H](C[C@H](C1)N)C(N)=O (2S,4R)-4-amino-2-carbamoyl-pyrrolidine-1-carboxylic acid tert-butyl ester